C(C)(C)(C)N(C([O-])=O)C=1SC(=CN1)C(O)C1=CC(=CC=C1)Cl.C(CCCCCCCCCCCCCCCCCCCCC)[NH+](C)C behenyl-dimethylammonium Tert-Butyl-(5-((3-chlorophenyl)(hydroxy)methyl)thiazol-2-yl)carbamate